cis-ethyl 2-(4-((tert-butoxycarbonyl)amino)phenyl)-piperidine-3-carboxylate C(C)(C)(C)OC(=O)NC1=CC=C(C=C1)[C@@H]1NCCC[C@@H]1C(=O)OCC